(Z)-(2-(1-(3-bromophenyl) propan-2-ylidene) hydrazino) diethyl phosphate P(=O)(ON\N=C(/CC1=CC(=CC=C1)Br)\C)(OCC)OCC